6-Isopropoxy-2-(tetrahydro-2H-pyran-4-yl)-2H-pyrazolo[3,4-b]pyridine-5-carboxylic acid methyl-6-isopropoxy-2-(tetrahydro-2H-pyran-4-yl)-2H-pyrazolo[3,4-b]pyridine-5-carboxylate COC(=O)C1=CC=2C(N=C1OC(C)C)=NN(C2)C2CCOCC2.C(C)(C)OC=2C(=CC=1C(N2)=NN(C1)C1CCOCC1)C(=O)O